(S)-N2-isopropyl-N2-methyl-3-(1-tosyl-1H-indazol-5-yl)propane-1,2-diamine C(C)(C)N([C@H](CN)CC=1C=C2C=NN(C2=CC1)S(=O)(=O)C1=CC=C(C)C=C1)C